4-(4-Chlorophenyl)-1H-pyrrole-2-carboxylic acid 6-(3,5-difluorophenethyl)-3-oxo-2,3-dihydropyridazin-4-yl ester FC=1C=C(CCC=2C=C(C(NN2)=O)OC(=O)C=2NC=C(C2)C2=CC=C(C=C2)Cl)C=C(C1)F